bis(cyclopentadienyl)zirconium (IV) bis(trifluoromethanesulfonate) FC(S(=O)(=O)[O-])(F)F.FC(S(=O)(=O)[O-])(F)F.C1(C=CC=C1)[Zr+2]C1C=CC=C1